tert-butyl 3-(4-((2-fluoro-4-iodophenyl)amino)nicotinamido)azetidine-1-carboxylate FC1=C(C=CC(=C1)I)NC1=CC=NC=C1C(=O)NC1CN(C1)C(=O)OC(C)(C)C